trans-methyl para-coumarate C(\C=C\C1=CC=C(C=C1)O)(=O)OC